FC=1C=C(C=C(C1OC1=CC=NC2=CC(=C(N=C12)O[C@H](CO)C)OC)F)NC(C1=CN=CC=C1OC)=O (S)-N-(3,5-difluoro-4-((6-((1-hydroxypropan-2-yl)oxy)-7-methoxy-1,5-naphthyridin-4-yl)oxy)phenyl)-4-methoxynicotinamide